ClC=1C(=NC=CC1)N1N=C(C=C1C(=O)NC1=C(C2=C(N=C(O2)C)C=C1C(=O)N)C)OCC(F)(F)F 6-[[2-(3-chloro-2-pyridyl)-5-(2,2,2-trifluoroethoxy)pyrazole-3-carbonyl]amino]-2,7-dimethyl-1,3-benzoxazole-5-carboxamide